(S)-2-amino-5-(2,5-dichlorophenyl)-4-oxo-4,5-dihydrofuran-3-yl-5-d phenylmethanesulfonate C1(=CC=CC=C1)CS(=O)(=O)OC1=C(O[C@@](C1=O)([2H])C1=C(C=CC(=C1)Cl)Cl)N